sodium n-decanoate C(CCCCCCCCC)(=O)[O-].[Na+]